Butyl 2-diethoxyphosphorylacetate C(C)OP(=O)(OCC)CC(=O)OCCCC